Cl.C(C)(C)(C)OC(=O)NC1CC(N(CC1)C(CC(=O)O)C(=O)O)C(CC(=O)O)C(=O)O 4-(tert-butoxycarbonylamino)piperidinedisuccinic acid hydrochloride